FC(C=1C=NN(C1)CC#N)(F)F 2-(4-(trifluoromethyl)-1H-pyrazol-1-yl)acetonitrile